CC(CO)O (R)-(-)-1,2-propanediol